2-(2-fluorophenyl)sulfonyl-hexahydropyrrolo[1,2-a]pyrazin-6(2H)-one FC1=C(C=CC=C1)S(=O)(=O)N1CC2N(CC1)C(CC2)=O